α-phenylpropanal C1(=CC=CC=C1)C(C=O)C